C(\C=C\C)(=O)[O-] (2E)-2-butenoate